benzoic acid isononyl ester C(CCCCCC(C)C)OC(C1=CC=CC=C1)=O